C(C)(C)(C)OC(N[C@]1(COCC1)C(NC=1C=C2CC(CC2=C(C1)F)C=O)=O)=O N-[(3R)-3-[(7-fluoro-2-formyl-indan-5-yl)carbamoyl]tetrahydrofuran-3-yl]carbamic acid tert-butyl ester